(3Z)-1-iodo-14,14-dimethoxy-3-tetradecene ICC\C=C/CCCCCCCCCC(OC)OC